C(CC)[Si](OC(C)C)(OC(C)C)CCC dipropyl-diisopropyloxysilane